N-(2-(5-chloro-1-methyl-1H-indol-3-yl)-2-(dimethylamino)ethyl)-1H-indole-6-sulfonamide ClC=1C=C2C(=CN(C2=CC1)C)C(CNS(=O)(=O)C1=CC=C2C=CNC2=C1)N(C)C